3-((6-methyl-2-((2-methylbenzo[d]oxazol-6-yl)amino)quinazolin-4-yl)amino)propan-1-ol CC=1C=C2C(=NC(=NC2=CC1)NC1=CC2=C(N=C(O2)C)C=C1)NCCCO